imino-1-ethyl-pyrimidine N=C1N(C=CC=N1)CC